O=C1N(N=CC2=CC=CC=C12)CCC1=CC=CC=C1 4-oxo-3-phenethyl-3,4-dihydrophthalazin